C12COCC(CC1)N2C=2C1=C(N=CN2)NC(=C1)C1=CC=C(C=C1)N[C@H](C(F)(F)F)C1CCN(CC1)C(C=C)=O 1-(4-((1S)-1-((4-(4-(3-oxa-8-azabicyclo[3.2.1]octan-8-yl)-7H-pyrrolo[2,3-d]pyrimidin-6-yl)phenyl)amino)-2,2,2-trifluoroethyl)piperidin-1-yl)prop-2-en-1-one